3-chloro-6-fluoro-5-[1-(2-fluorophenyl)ethyl]-4H-1,2,4-benzothiadiazine 1,1-dioxide ClC1=NS(C2=C(N1)C(=C(C=C2)F)C(C)C2=C(C=CC=C2)F)(=O)=O